6-((1H-pyrazol-4-yl)sulfonyl)-2-((5-fluoro-6-methylpyridin-2-yl)methyl)phthalazin-1(2H)-one N1N=CC(=C1)S(=O)(=O)C=1C=C2C=NN(C(C2=CC1)=O)CC1=NC(=C(C=C1)F)C